6-(6-(2-hydroxy-6-methyl-4-(trifluoromethyl)phenyl)-2H-pyrazolo[3,4-b]pyrazin-2-yl)-3-thiabicyclo[3.1.0]hexane 3,3-dioxide OC1=C(C(=CC(=C1)C(F)(F)F)C)C=1C=NC=2C(N1)=NN(C2)C2C1CS(CC21)(=O)=O